sodium 3-nitrobenzenesulfonate [N+](=O)([O-])C=1C=C(C=CC1)S(=O)(=O)[O-].[Na+]